C(C)(C)(C)OC(=O)N1C(C(CCC1)(CCO)N)CC=1C=C(C=CC1)C1=CC=CC=C1 3-amino-2-({[1,1'-biphenyl]-3-yl}methyl)-3-(2-hydroxyethyl)piperidine-1-carboxylic acid tert-butyl ester